N1(CCOCC1)C1=CC(=NC(=N1)C1=NC=CC=C1)NCCC(=O)O N-[6-(4-morpholinyl)-2-(2-pyridinyl)-4-pyrimidinyl]-β-alanine